3-methyl-1,1,1,3,5,5,5-heptaphenyltrisiloxane C[Si](O[Si](C1=CC=CC=C1)(C1=CC=CC=C1)C1=CC=CC=C1)(O[Si](C1=CC=CC=C1)(C1=CC=CC=C1)C1=CC=CC=C1)C1=CC=CC=C1